3-methyl-5-(2,6,6-trimethylcyclohexen-1-yl)-2,4-pentadienyl-triphenylphosphonium bromide [Br-].CC(=CC[P+](C1=CC=CC=C1)(C1=CC=CC=C1)C1=CC=CC=C1)C=CC1=C(CCCC1(C)C)C